FC(C1=NC2=C(N1)C=CC(=C2)C(=O)NC(CO)C2=NC=C(C=C2)S(=O)(=O)CC)F 2-(difluoromethyl)-N-(1-(5-(ethylsulfonyl)pyridin-2-yl)-2-hydroxyethyl)-1H-benzo[d]Imidazole-5-carboxamide